FC(C1=CN=C2N1C=C(C=C2)C2=CN(C=1N=C(N=CC12)NCC(C)(C)F)COCC[Si](C)(C)C)F 5-(3-(difluoromethyl)imidazo[1,2-a]pyridin-6-yl)-N-(2-fluoro-2-methylpropyl)-7-((2-(trimethylsilyl)ethoxy)methyl)-7H-pyrrolo[2,3-d]pyrimidin-2-amine